17-hydroxy-13-methyl-7-(9-((4,4,5,5,5-pentafluoropentyl)sulfinyl)nonyl)-7,8,9,11,12,13,14,15,16,17-decahydro-6H-cyclopenta[a]phenanthren-3-yl (4-nitrophenyl) carbonate C(OC=1C=CC=2C3CCC4(C(CCC4C3C(CC2C1)CCCCCCCCCS(=O)CCCC(C(F)(F)F)(F)F)O)C)(OC1=CC=C(C=C1)[N+](=O)[O-])=O